C(C1=CC=CC=C1)OC(=O)N1[C@H](CN([C@@H](C1)CC)C(CO)C1=CC=C(C=C1)C(F)(F)F)C (2S,5R)-5-ethyl-4-(2-hydroxy-1-(4-(trifluoromethyl)phenyl)ethyl)-2-methylpiperazine-1-carboxylic acid benzyl ester